(S)-3-((S)-6-fluoroisochroman-1-yl)morpholine FC=1C=C2CCO[C@@H](C2=CC1)[C@H]1NCCOC1